NC1=NC=CC=2N1C(=NC2C2CN(CC2)C(C#CC)=O)C2=C(C=C(C=C2)OC2=NC=CC(=C2)OC)Cl 1-(3-(5-amino-3-(2-chloro-4-((4-methoxypyridin-2-yl)oxy)phenyl)imidazo[1,5-c]pyrimidin-1-yl)pyrrolidin-1-yl)but-2-yn-1-one